3-(3-Methyl-2-oxo-1,3-benzoxazol-6-yl)-N-(4-phenylbutyl)-8-azabicyclo[3.2.1]octane-8-carboxamide tert-Butyl-3-(trifluoromethylsulfonyloxy)-8-azabicyclo[3.2.1]oct-3-ene-8-carboxylate C(C)(C)(C)OC(=O)N1C2CC(=CC1CC2)OS(=O)(=O)C(F)(F)F.CN2C(OC1=C2C=CC(=C1)C1CC2CCC(C1)N2C(=O)NCCCCC2=CC=CC=C2)=O